ClC1=NC=CC(=C1)F 2-chloro-4-fluoro-pyridine